C(C)N(C(C1=C(C=CC(=C1)F)C=1C=2N(C=C(C1)C1CN(C1)[C@@H](C(C)C)CCCN1CCC(CC1)OC)C(=NC2)C)=O)C(C)C N-ethyl-5-fluoro-2-(6-{1-[(3R)-6-(4-methoxypiperidin-1-yl)-2-methylhexan-3-yl]azetidin-3-yl}-3-methylimidazo[1,5-a]pyridin-8-yl)-N-(isopropyl)benzamide